NC=1C=CC(=NC1)OC1=C(C=C(C#N)C=C1)C1CC1 4-[(5-amino-2-pyridinyl)oxy]-3-cyclopropyl-benzonitrile